7-azaspiro[3.5]nonan-2-ol hydrochloride Cl.C1C(CC12CCNCC2)O